C[C@H]1C[C@H](CN(C1)C1=C2C=CC=NC2=C(C=C1)C(F)(F)F)NC(OC(C)(C)C)=O tert-Butyl N-[(3R,5S)-5-methyl-1-[8-(trifluoromethyl)quinolin-5-yl]piperidin-3-yl]carbamate